ClC=1C=C(N=NC1)NC(OC(C)(C)C)=O tert-Butyl N-(5-chloropyridazin-3-yl)carbamate